3-(2-(diisopropyl-amino)ethyl)-1H-indol-4-yl acetate C(C)(=O)OC1=C2C(=CNC2=CC=C1)CCN(C(C)C)C(C)C